CCCCC/C=C\CCCCCCCC(=O)OC[C@H](COP(=O)(O)OC[C@H](CO)O)OC(=O)CCC/C=C\C/C=C\C/C=C\C/C=C\C/C=C\CC 1-(9Z-pentadecenoyl)-2-(5Z,8Z,11Z,14Z,17Z-eicosapentaenoyl)-glycero-3-phospho-(1'-sn-glycerol)